(Z)-5-bromo-3-((3-methoxy-4-nitrophenyl)(pyridazin-4-ylamino)methylene)indolin-2-one BrC=1C=C2/C(/C(NC2=CC1)=O)=C(/NC1=CN=NC=C1)\C1=CC(=C(C=C1)[N+](=O)[O-])OC